O=C1C2(CCCN(C2)C(=O)OC(C)(C)C)CCCC1 tert-butyl 7-oxo-2-azaspiro[5.5]undecane-2-carboxylate